S1C=NC2=C1C=CC(=C2)C2=CCCCN2C(=O)OC(C)(C)C tert-butyl 6-(benzothiazole-5-yl)-3,4-dihydropyridin-1(2H)-carboxylate